methyl (E)-4-(1-((5,6,7,8-tetrahydro-1,8-naphthyridin-2-yl)methyl)spiro[dihydroindole-3,4'-piperidin]-1'-yl)but-2-enoate N1=C(C=CC=2CCCNC12)CN1CC2(CCN(CC2)C/C=C/C(=O)OC)C2=CC=CC=C12